ISOSTEARYL SEBACATE C(CCCCCCCCC(=O)[O-])(=O)OCCCCCCCCCCCCCCCC(C)C